aminoisoselenourea NNC([SeH])=N